(2S,5R)-5-(2-chlorophenyl)-1-(1-(2-methoxyphenyl)piperidine-4-carbonyl)pyrrolidine-2-carboxylic acid ClC1=C(C=CC=C1)[C@H]1CC[C@H](N1C(=O)C1CCN(CC1)C1=C(C=CC=C1)OC)C(=O)O